N-(3-(Tert-butyl)-1-methyl-1H-pyrazol-5-yl)-6-(imidazo[1,2-a]pyridin-3-carbonyl)-7-methyl-4,5,6,7-tetrahydrothieno[2,3-c]pyridin-3-carboxamid C(C)(C)(C)C1=NN(C(=C1)NC(=O)C1=CSC=2C(N(CCC21)C(=O)C2=CN=C1N2C=CC=C1)C)C